4-[4-(cyclopropylamino)-1-piperidyl]-2-methyl-N-[2-methyl-7-[(pyrazin-2-ylamino)methyl]indazol-5-yl]indazole-7-carboxamide C1(CC1)NC1CCN(CC1)C=1C2=CN(N=C2C(=CC1)C(=O)NC1=CC2=CN(N=C2C(=C1)CNC1=NC=CN=C1)C)C